C(C=CC)N1C(C2=C(C(=C1)C1=CC=C(C(=O)N(C)C)C=C1)C=CN2)=O 4-(6-but-2-enyl-7-oxo-1H-pyrrolo[2,3-c]pyridin-4-yl)-N,N-dimethylbenzamide